BrC=1N=NN(C1C)[C@H]1[C@@H](CN(CC1)C(=O)OC(C)(C)C)O tert-butyl (3R,4R)-4-(4-bromo-5-methyl-triazol-1-yl)-3-hydroxy-piperidine-1-carboxylate